Amino-2-(methylthio)pyrimidine-5-carbaldehyde NC1=NC(=NC=C1C=O)SC